[N+](=O)([O-])C1=CC(=C(C(=O)O)C=C1)Cl 4-nitro-2-(chloro)benzoic acid